[Ti].[V].[Cr].[V] vanadium-chromium vanadium-titanium